butane di-[bis(trifluoromethanesulfonyl)imide] [N-](S(=O)(=O)C(F)(F)F)S(=O)(=O)C(F)(F)F.[N-](S(=O)(=O)C(F)(F)F)S(=O)(=O)C(F)(F)F.CCCC